4-PHENYLPYRIDINE-3-BORONIC ACID C1(=CC=CC=C1)C1=C(C=NC=C1)B(O)O